C(#N)C1=C(SC(=C1)C)N1C(=C(C=C1C)C(=O)NC1=NC2=C(N1)C=C(C=C2)OC)C 1-(3-cyano-5-methylthiophen-2-yl)-N-(6-methoxy-1H-benzo[d]imidazol-2-yl)-2,5-dimethyl-1H-pyrrole-3-carboxamide